N-(2,6-dimethyl-4-(perfluoropropan-2-yl)phenyl)benzamide CC1=C(C(=CC(=C1)C(C(F)(F)F)(C(F)(F)F)F)C)NC(C1=CC=CC=C1)=O